pyridocyclooctan-6-one N1=CC=CC2=C1CCCCC(C2)=O